C[Si](C=1C=C(C=CC1)C(=C)C1=CC=CC=C1)(OC)C 1-[3-(dimethylmethoxysilyl)phenyl]-1-phenylethene